ClC1=CC=C(C=C1)C=1C=C(C(N(N1)C=1C=NN(C1)C)=O)C(=O)NC1C(CCC1)(C)O 6-(4-chlorophenyl)-N-(2-hydroxy-2-methylcyclopentyl)-2-(1-methyl-1H-pyrazol-4-yl)-3-oxo-2,3-dihydropyridazine-4-carboxamide